N-((8-hydroxy-5-methylquinolin-7-yl)(pyrrolidin-3-yl)methyl)butyramide OC=1C(=CC(=C2C=CC=NC12)C)C(NC(CCC)=O)C1CNCC1